(5-(4-(benzyloxy)phenyl)-1-(methylamino)-1-oxopent-4-en-2-yl)carbamic acid tert-butyl ester C(C)(C)(C)OC(NC(C(=O)NC)CC=CC1=CC=C(C=C1)OCC1=CC=CC=C1)=O